C(C)(C)(C)OC(=O)N1C(CCCC1)NC1=C(C(=CC=C1)N1CCOCC1)[N+](=O)[O-] ((3-morpholino-2-nitrophenyl)amino)piperidine-1-carboxylic acid tert-butyl ester